(R)-tert-butyl (1-(2-fluorophenyl)ethyl)carbamate FC1=C(C=CC=C1)[C@@H](C)NC(OC(C)(C)C)=O